[Si](C)(C)(C(C)(C)C)O[C@H](C/C(=C/CO)/I)[C@H]([C@@H](C=C)O[Si](C)(C)C(C)(C)C)OCCCO[Si](C1=CC=CC=C1)(C1=CC=CC=C1)C(C)(C)C (5R,6R,7R,Z)-5,7-bis(tert-butyldimethylsilyloxy)-6-(3-(tert-butyldiphenylsiloxy)propoxy)-3-iodonona-2,8-dien-1-ol